NC1=CC=C(C=N1)C=1CN(CC1)C(=O)OC(C)(C)C tert-Butyl 3-(6-aminopyridin-3-yl)-2,5-dihydro-1H-pyrrole-1-carboxylate